N1C=C(C2=CC=CC=C12)CCN1CN=C2C=CC=CC2=C1 3-(2-(1H-indol-3-yl)ethyl)-2,3-dihydroquinazolin